2-fluoromethyl-4,5-dicyanoimidazole FCC=1NC(=C(N1)C#N)C#N